(S)-N-(1-(1-cyclobutyl-5-fluoro-6-(4,4,5,5-tetramethyl-1,3,2-dioxaborolan-2-yl)-1H-indol-3-yl)-2,2-difluoroethyl)cyclopropanesulfonamide C1(CCC1)N1C=C(C2=CC(=C(C=C12)B1OC(C(O1)(C)C)(C)C)F)[C@@H](C(F)F)NS(=O)(=O)C1CC1